FC=1C=C(C#N)C=CC1COC1=NC(=C(C=C1)C=O)F 3-Fluoro-4-(((6-fluoro-5-(formyl)pyridin-2-yl)oxy)methyl)benzonitrile